OC(CCCCCCCCCCCCCCCCCCCCCC(=O)O)C 23-Hydroxy-tetracosanoic acid